FC1=C(C=CC(=C1)C(NC)=O)C=1N=C2SC3=C(N2C1)C=C(C(=C3)C(=O)NCCCN3CCC(CC3)F)OC 2-(2-fluoro-4-(methylcarbamoyl)phenyl)-N-(3-(4-fluoropiperidin-1-yl)propyl)-6-methoxybenzo[d]imidazo[2,1-b]thiazole-7-carboxamide